ClC1=C(C=CC=C1F)C=1CCCC2=C(C1C1=CC=C(C=C1)C(C1CN(C1)CCCF)F)C=CC=C2 8-(2-Chloro-3-fluorophenyl)-9-(4-(fluoro(1-(3-fluoropropyl)azetidin-3-yl)methyl)phenyl)-6,7-dihydro-5H-benzo[7]annulen